OC1(CCN(CC1)C=CC)C (S)-1-(4-hydroxy-4-methylpiperidine-1-yl)propaneN